3-Chloro-1-phenylpropane-1-ol ClCCC(O)C1=CC=CC=C1